2-(3,5-dichlorophenyl)-5-fluoroisonicotinic acid methyl ester COC(C1=CC(=NC=C1F)C1=CC(=CC(=C1)Cl)Cl)=O